FC=1C=NC=C(C1N1C(C=CC=C1C)=O)C 3'-fluoro-5',6-dimethyl-2H-[1,4'-bipyridin]-2-one